OC1C[C@H]2CC[C@@H](C1)N2 (1R,3R,5S)-3-hydroxy-8-azabicyclo[3.2.1]octan